C(C)(C)C1(CC=2C=C(C(=NC2C=2N1C=C(C(C2)=O)C(=O)O)OC)OCCCOC)C 6-isopropyl-2-methoxy-3-(3-methoxypropoxy)-6-methyl-10-oxo-5H-pyrido[1,2-H]1,7-naphthyridine-9-carboxylic acid